tetracosyl lactate C(C(O)C)(=O)OCCCCCCCCCCCCCCCCCCCCCCCC